ClC1=CC(=C(C2=C1N=C(O2)NC(C)C=2C(=NC=CN2)C2=CC=C(C=N2)C#N)Cl)C(F)(F)F 6-[3-[1-[[4,7-dichloro-6-(trifluoromethyl)-1,3-benzoxazol-2-yl]amino]ethyl]pyrazin-2-yl]pyridine-3-carbonitrile